1,1-Dibromo-2-vinylcyclopropane BrC1(C(C1)C=C)Br